((1R)-2-(benzofuran-3-yl)-1-(((2-morpholinylcyclopentyl) methyl) sulfonamido) ethyl) borate B(O[C@H](CC1=COC2=C1C=CC=C2)NS(=O)(=O)CC2C(CCC2)N2CCOCC2)([O-])[O-]